C(C)OC(=O)[C@@H]1[N@@]([C@H]1C1COC1)C(C1=CC=CC=C1)C1=CC=CC=C1 |&1:6| rac-trans-1-benzhydryl-3-(oxetan-3-yl)aziridine-2-carboxylic acid ethyl ester